COC1=CC=2C=3C=C4C(=C(C3N(C2C=C1)CCCN1CCN(CC1)C)C)C=CN=C4 9-methoxy-5-methyl-6-(3-(4-methylpiperazin-1-yl)propyl)-6H-pyrido[4,3-b]carbazole